O1C(OCC1)C=1C=CC(=C(C1)N1C(C(C2=CC=CC=C12)(C)O)=O)F 1-(5-(1,3-dioxolan-2-yl)-2-fluorophenyl)-3-hydroxy-3-methylindoline-2-one